BrC1=CC=C(C(=C1C)N[C@H](C)C1=C(C=C(C=C1)Cl)Cl)N (R)-5-bromo-N1-(1-(2,4-dichlorophenyl)ethyl)-6-methylbenzene-1,2-diamine